(P)-3-Amino-5-fluoro-4-(3-hydroxy-2-methylphenyl)quinoline-2-carboxamide NC=1C(=NC2=CC=CC(=C2C1C1=C(C(=CC=C1)O)C)F)C(=O)N